1-((2-(Azetidin-1-yl)pyrimidin-5-yl)methyl)-N-(3-(3-chlorophenyl)-3-fluorocyclobutyl)-1H-pyrazole-4-carboxamide N1(CCC1)C1=NC=C(C=N1)CN1N=CC(=C1)C(=O)NC1CC(C1)(F)C1=CC(=CC=C1)Cl